C(C)O[Si](C1=CC=C(C=C1)C(=C)C1=CC=C(C=C1)[SiH](C)C)(OCC)OCC 1-[4-(triethoxysilyl)phenyl]-1-(4'-dimethylsilylphenyl)ethylene